3-Methylene-2-pentanol C=C(C(C)O)CC